3-(5-{2-aminoimidazo[1,2-b]pyridazin-6-yl}-1-oxo-2,3-dihydro-1H-isoindol-2-yl)piperidine-2,6-dione NC=1N=C2N(N=C(C=C2)C=2C=C3CN(C(C3=CC2)=O)C2C(NC(CC2)=O)=O)C1